O=C1OC=2C=C3C(=CC2C(=C1)CC(=O)O)OCO3 2-(6-oxo-6H-[1,3]dioxolo[4,5-g]chromen-8-yl)acetic acid